NC(CC[C@H](C(=O)OC)N1C(=CC=C1COC)C=O)=O methyl (2R)-5-amino-2-(2-formyl-5-(methoxymethyl)-1H-pyrrol-1-yl)-5-oxopentanoate